(R*)-2-[1-(4-methoxy-2-methylphenyl)-2-nitroethyl]malonic acid dimethyl ester COC(C(C(=O)OC)[C@@H](C[N+](=O)[O-])C1=C(C=C(C=C1)OC)C)=O |o1:8|